2-hydroxypentane OC(C)CCC